ClC1=CC=C(C=C1)NC1=NN=C(C2=CC=CC=C12)CC1=CC=NC=C1 1-(4-chlorophenylamino)-4-(4-pyridylmethyl)phthalazine